C1(CCC1)[C@H](CC)N[S@@](=O)C(C)(C)C (S)-N-((S)-1-cyclobutylpropyl)-2-methylpropane-2-sulfinamide